3-METHOXY-4-(PYRIDIN-3-YLMETHOXY)PHENYLBORONIC ACID COC=1C=C(C=CC1OCC=1C=NC=CC1)B(O)O